COC(CC1CC(C(C2=CC=C(C=C12)I)=O)(F)F)=O (3,3-difluoro-7-iodo-4-oxo-1,2,3,4-tetrahydronaphthalen-1-yl)acetic acid methyl ester